COC=1N=C2C(=NC1NC1=CC=C(C=C1)C(F)(F)F)NC=N2 5-METHOXY-N-(4-(TRIFLUOROMETHYL)PHENYL)-1H-IMIDAZO[4,5-B]PYRAZIN-6-AMINE